CC(C)C(=O)/C=C\\C(=C(/C(=O)O)\\O)\\C(=O)O The molecule is an oxo dicarboxylic acid that is 3-carboxy-6-oxoocta-2,4-dienoic acid carrying additional hydroxy and methyl substituents at positions 2 and 7 respectively. It is an oxo dicarboxylic acid, a 2-hydroxy carboxylic acid and an olefinic compound. It is a conjugate acid of a 2-hydroxy-3-carboxylato-6-oxo-7-methylocta-2,4-dienoate.